tert-butyl (3S,4S)-4-((4-(3-(2,6-bis(benzyloxy)pyridin-3-yl)-1-methyl-1H-indazol-6-yl)piperazin-1-yl)methyl)-3-methylpiperidine-1-carboxylate C(C1=CC=CC=C1)OC1=NC(=CC=C1C1=NN(C2=CC(=CC=C12)N1CCN(CC1)C[C@@H]1[C@@H](CN(CC1)C(=O)OC(C)(C)C)C)C)OCC1=CC=CC=C1